5-(1-(3,5-dichloropyridin-4-yl)ethoxy)-N-(1-(2,2,2-trifluoroethyl)-1H-pyrazol-4-yl)-1H-indazole-3-carboxamide ClC=1C=NC=C(C1C(C)OC=1C=C2C(=NNC2=CC1)C(=O)NC=1C=NN(C1)CC(F)(F)F)Cl